BrC=1C=CC(=NC1)C(CC)=O 1-(5-bromopyridin-2-yl)propan-1-one